(R)-2-methyl-3-(1-((4-methyl-7-(methylamino)-6-(2-oxa-6-azaspiro[3.3]heptane-6-carbonyl)phthalazin-1-yl)amino)ethyl)benzonitrile CC1=C(C#N)C=CC=C1[C@@H](C)NC1=NN=C(C2=CC(=C(C=C12)NC)C(=O)N1CC2(COC2)C1)C